CC(CCC(=O)[O-])=CC 4-methylhex-4-enoate